ClC=1C(=C2N=C(N=C3C2=C(C[C@H]([C@H]2[C@@H]4CC[C@H](CN32)N4C(=O)OC(C)(C)C)C)N1)SCC)F tert-butyl (5R,5aS,6S,9R)-2-chloro-12-(ethylthio)-1-fluoro-5-methyl-4,5,5a,6,7,8,9,10-octahydro-3,10a,11,13,14-pentaaza-6,9-methanonaphtho[1,8-ab]heptalene-14-carboxylate